7-((tetrahydrofuran-3-yl)methoxy)quinazolin-4(3H)-one O1CC(CC1)COC1=CC=C2C(NC=NC2=C1)=O